2,6-Difluorophenyl 3-hydroxy-3-methylbutanoate OC(CC(=O)OC1=C(C=CC=C1F)F)(C)C